NC(CN[C@H](CCCCN)C(=O)O)C(=O)O |r| DL-2-amino-2-carboxyethyl-L-lysine